C1(=CCCCC1)CC(CC1=CC=CC=C1)N1CN(C=C1)CCCBr N-(1-cyclohexenyl-3-phenyl-2-propyl)-N'-(3-bromopropyl)-imidazole